BrC=1SC=C(N1)C1=C(C=CC=C1)Cl 2-bromo-4-(2-chlorophenyl)thiazole